BrC1=CSC2=C1C(C(C=N2)CC)=O 3-Bromo-5-ethylthieno[3,2-e]pyridin-4(5H)-one